OCCOC1=C(C2=CC(=CC=C2C=C1)C)C1=C(C=CC2=CC=C(C=C12)C)OCCO 2,2'-bis(2-hydroxyethoxy)-7,7'-dimethyl-1,1'-binaphthyl